C(C)(C)OC1=CC=C(C=C1)C=1C=CC=C2C=NC(=NC12)C1CN(CCC2=C1C=CC(=C2)N)C2CCOCC2 (8-(4-Isopropoxyphenyl)quinazolin-2-yl)-3-(tetrahydro-2H-pyran-4-yl)-2,3,4,5-tetrahydro-1H-benzo[d]azepine-7-amine